methyl-bis(chloroethyl)amine CN(CCCl)CCCl